triacetoxysilane acrylate C(C=C)(=O)O.C(C)(=O)O[SiH](OC(C)=O)OC(C)=O